5,7-nonadienoic acid C(CCCC=CC=CC)(=O)O